(3R,5R)-4-[5-fluoro-2-(tetramethyl-1,3,2-dioxaborolan-2-yl)benzoyl]-3,5-dimethylmorpholine FC=1C=CC(=C(C(=O)N2[C@@H](COC[C@H]2C)C)C1)B1OC(C(O1)(C)C)(C)C